(4-(3-(4,4-difluorocyclohexyl)-2-oxo-7-(trifluoromethyl)indolin-3-yl)phenyl)boronic acid FC1(CCC(CC1)C1(C(NC2=C(C=CC=C12)C(F)(F)F)=O)C1=CC=C(C=C1)B(O)O)F